2-chloro-5-(difluoromethyl)-N-propylpyrimidin-4-amine ClC1=NC=C(C(=N1)NCCC)C(F)F